C(C)(C)(C)OC(C[C@H](C(=O)O)C\C=C\C)=O (R,E)-2-(2-(tert-butoxy)-2-oxoethyl)hex-4-enoic acid